C(C)(C)NS(=O)(=O)NC1=CC=C(C2=CC=CC=C12)OCC(C)O S-1-isopropylamino-3-(4-sulfonylamino-1-naphthoxy)-2-propanol